ClC=1C(=NC(=NC1)NC1CCOCC1)C1=CC=C2CN(C(C2=C1)=O)CC(=O)NCC1CCOCC1 2-(6-{5-chloro-2-[(oxan-4-yl)amino]pyrimidin-4-yl}-1-oxo-2,3-dihydro-1H-isoindol-2-yl)-N-[(oxan-4-yl)methyl]acetamide